rac-(3aR,6R,7aS)-3a-(3,4-dimethoxyphenyl)-1-methyl-2,3,3a,6,7,7a-hexahydro-1H-indol-6-ol COC=1C=C(C=CC1OC)[C@@]12CCN([C@H]2C[C@H](C=C1)O)C |r|